O[C@@H]1COCC[C@@H]1NC1=CC=CC(=N1)S(=O)(=O)NC1=NC(=C(C=C1)C(F)(F)F)C1=C(C=CC=C1)C 6-(((3S,4S)-3-hydroxytetrahydro-2H-pyran-4-yl)amino)-N-(6-(o-tolyl)-5-(trifluoromethyl)pyridin-2-yl)pyridine-2-sulfonamide